1-[(7-bromo-4-chloro(2-quinolyl))amino]-3,4-dimethylazoline-2,5-dione BrC1=CC=C2C(=CC(=NC2=C1)NN1C(C(=C(C1=O)C)C)=O)Cl